P(=O)(OCC(COC(CCCCCCCCCCCCCCCCC)=O)OC(CCCCC1(N=N1)CCCCCCCCCCCC)=O)(OCC[N+](C)(C)C)[O-] 2-((5-(3-dodecyl-3H-diazirin-3-yl)pentanoyl)oxy)-3-(stearoyloxy)propyl (2-(trimethylammonio)ethyl) phosphate